methyl-N-((3S)-6-(trifluoromethyl)-2,3-dihydro-1-benzofuran-3-yl)-1,3-dihydrofuro[3,4-c]quinoline-8-carboxamide CC1OCC=2C=NC=3C=CC(=CC3C21)C(=O)N[C@@H]2COC1=C2C=CC(=C1)C(F)(F)F